N-(1-(5-((1,1-dimethyl-2,3-dihydro-1H-inden-2-yl)amino)pyridin-2-yl)-2,2,2-trifluoroethyl)-N-methylazetidine-3-carboxamide CC1(C(CC2=CC=CC=C12)NC=1C=CC(=NC1)C(C(F)(F)F)N(C(=O)C1CNC1)C)C